3-(((7-(2-aminopyrimidin-4-yl)-2,3-dihydrofuro[3,2-c]pyridin-4-yl)amino)methyl)-N-((1s,3s)-3-methoxycyclobutyl)benzamide NC1=NC=CC(=N1)C=1C2=C(C(=NC1)NCC=1C=C(C(=O)NC3CC(C3)OC)C=CC1)CCO2